1-(1-amino-8-fluoroisoquinolin-4-yl)-N-(5-chloro-6-(2H-1,2,3-triazol-2-yl)pyridin-3-yl)-5-(trifluoromethyl)-1H-pyrazole-4-carboxamide NC1=NC=C(C2=CC=CC(=C12)F)N1N=CC(=C1C(F)(F)F)C(=O)NC=1C=NC(=C(C1)Cl)N1N=CC=N1